((2r,4r)-2-hydroxy-6-azaspiro[3.5]nonan-6-yl)pyrido[4,3-d]pyrimidin OC1CC2(C1)CN(CCC2)C=2N=CC1=C(N2)C=CN=C1